CC1OCC(CO1)(CO)CO 2-methyl-1,3-dioxane-5,5-dimethanol